ClC=1C=C(C2=C([C@H](CO2)O)C1)S(=O)(=O)NC1=C(C(=C(C=C1)F)C=1C=C2C=NC(=NC2=C(C1)F)NC1CCN(CC1)C)F (3R)-5-chloro-N-(2,4-difluoro-3-{8-fluoro-2-[(1-methylpiperidin-4-yl)amino]quinazolin-6-yl}phenyl)-3-hydroxy-2,3-dihydro-1-benzofuran-7-sulfonamide